(7-((1S,2S)-4,4-dimethyl-2-phenylcyclohexane-1-carbonyl)-5,5-difluoro-2,7-diazaspiro[3.5]nonan-2-yl)prop-2-en-1-one CC1(C[C@@H]([C@H](CC1)C(=O)N1CC(C2(CN(C2)C(C=C)=O)CC1)(F)F)C1=CC=CC=C1)C